6-acetyl-N-(4-(5-(difluoromethyl)-1,3,4-oxadiazol-2-yl)-2-fluorobenzyl)-N-(3,4-difluorophenyl)-2,6-diazaspiro[3.3]heptan-2-carbothioamide C(C)(=O)N1CC2(CN(C2)C(N(C2=CC(=C(C=C2)F)F)CC2=C(C=C(C=C2)C=2OC(=NN2)C(F)F)F)=S)C1